3-hydroxy-4-((2-methyl-5-nitrophenyl)azo)-N-(2-methylphenyl)-2-naphthalenecarboxamide OC=1C(=CC2=CC=CC=C2C1N=NC1=C(C=CC(=C1)[N+](=O)[O-])C)C(=O)NC1=C(C=CC=C1)C